4-(5-fluoro-3-isopropyl-2-isothiocyanatophenyl)-2-methoxypyridine FC=1C=C(C(=C(C1)C1=CC(=NC=C1)OC)N=C=S)C(C)C